N1N=CC2=CC(=CC=C12)\C=C/1\C(NC(N1)=S)=O (5Z)-5-(1H-indazol-5-ylmethylene)-2-thioxo-imidazolidin-4-one